FC(CC)(C(C(C(C(C(F)(F)F)(F)F)(F)F)(F)F)(F)F)F 3,3,4,4,5,5,6,6,7,7,8,8,8-Tridecafluorooctane